FC(OC1=C(C=C(C=C1)S(=O)C)C1=NNC=C1NC(=O)C=1C=NN2C1N=CC=C2)F N-[3-[2-(difluoromethoxy)-5-methylsulfinyl-phenyl]-1H-pyrazol-4-yl]pyrazolo[1,5-a]pyrimidine-3-carboxamide